tert-butyl (3-(2-ethyl-4-((3-iodoimidazo[1,2-a]pyrazin-8-yl)amino)benzamido)propyl)carbamate C(C)C1=C(C(=O)NCCCNC(OC(C)(C)C)=O)C=CC(=C1)NC=1C=2N(C=CN1)C(=CN2)I